(4-nitrophenyl)-[2-(2-pyridyl)-7,8-dihydro-5H-pyrido[4,3-d]pyrimidin-6-yl]methanone [N+](=O)([O-])C1=CC=C(C=C1)C(=O)N1CC2=C(N=C(N=C2)C2=NC=CC=C2)CC1